2-[6-(fluoromethoxy)-1-oxospiro[3H-isoquinoline-4,1'-cyclopropan]-2-yl]-N-pyrimidin-2-ylacetamide FCOC=1C=C2C(=CC1)C(N(CC21CC1)CC(=O)NC1=NC=CC=N1)=O